CC1N(CC(CC1)C)C(=O)OC(C)(C)C tert-butyl 2,5-dimethylpiperidine-1-carboxylate